N1=CC=C(C=C1)C1(CCC(CC1)[C@@H](C)N)C(=O)N (R)-(+)-trans-(4-pyridyl)-4-(1-aminoethyl)-cyclohexanecarboxamide